NC=1C2=C(N=CN1)N(C(=C2C2=CC[C@@H](CC2)C(=O)N2[C@@H](CCC2)C)C2=CC=C(C=C2)NC(C(=C)C)=O)C N-(4-(4-amino-7-methyl-5-((R)-4-((R)-2-methylpyrrolidine-1-carbonyl)cyclohex-1-en-1-yl)-7H-pyrrolo[2,3-d]pyrimidin-6-yl)phenyl)methacrylamide